dimethylaminoethyl methacrylate p-toluenesulfonate CC1=CC=C(C=C1)S(=O)(=O)O.C(C(=C)C)(=O)OCCN(C)C